NC1CC(C1)NC1=NC=C2C=C(N=C(C2=C1)N[C@H]1COCC1)C#N 7-(((1s,3S)-3-aminocyclobutyl)amino)-1-(((R)-tetrahydrofuran-3-yl)amino)-2,6-naphthyridine-3-carbonitrile